9,9'-(6-(dibenzo[b,d]furan-4-yl)-4-(2-(1-phenyl-1H-benzo[d]imidazol-2-yl)phenyl)pyridine-2,3-diyl)bis(3-methyl-9H-carbazole) C1=CC=C(C=2OC3=C(C21)C=CC=C3)C3=CC(=C(C(=N3)N3C2=CC=CC=C2C=2C=C(C=CC32)C)N3C2=CC=CC=C2C=2C=C(C=CC32)C)C3=C(C=CC=C3)C3=NC2=C(N3C3=CC=CC=C3)C=CC=C2